N-(1-(methylsulfonyl)piperidin-4-yl)-8-propoxy-7-(1H-pyrazol-4-yl)-[1,2,4]triazolo[1,5-c]pyrimidin-2-amine CS(=O)(=O)N1CCC(CC1)NC1=NN2C=NC(=C(C2=N1)OCCC)C=1C=NNC1